Cl.Cl.C(CCC)Br butylbromide, dihydrochloride